O(C1=CC=CC=C1)C1=CC=C(C=C1)C(C(=O)O)(\C=C\CO)C 2-(4-phenoxy-phenyl)-5-hydroxy-2-methyl-trans-3-pentenoic acid